C1(CC1)C=1C2=C(N=C(N1)N1CC(C1)[C@@H]1CN(CCC1)C1CC(C1)(C#N)C)N(N=N2)[C@H](C)C2=C(C=C(C=C2)Cl)Cl (1R,3r)-3-((R)-3-(1-(7-cyclopropyl-3-((R)-1-(2,4-dichlorophenyl)ethyl)-3H-[1,2,3]triazolo[4,5-d]pyrimidin-5-yl)azetidin-3-yl)piperidin-1-yl)-1-methylcyclobutane-1-carbonitrile